CC=1C=C(C=NC1C)NC(C(=O)N1[C@@H](CC[C@H](C1)C)C=1C=C2C=NNC2=CC1)=O |r| Racemic-N-(5,6-dimethyl-3-pyridyl)-2-[(2S,5R)-2-(1H-indazol-5-yl)-5-methyl-1-piperidyl]-2-oxo-acetamide